trans-N-((trans-4-(6-cyano-5-methoxypyridin-2-yl)cyclohexyl)methyl)-4-hydroxy-N-(4-(1-isopropyl-1H-pyrazol-4-yl)pyridin-2-yl)cyclohexanecarboxamide C(#N)C1=C(C=CC(=N1)[C@@H]1CC[C@H](CC1)CN(C(=O)[C@@H]1CC[C@H](CC1)O)C1=NC=CC(=C1)C=1C=NN(C1)C(C)C)OC